cobalt 3,5-dinitrobenzoate [N+](=O)([O-])C=1C=C(C(=O)[O-])C=C(C1)[N+](=O)[O-].[Co+2].[N+](=O)([O-])C=1C=C(C(=O)[O-])C=C(C1)[N+](=O)[O-]